3-(hydroxymethyl)-3-nitrocyclobutane-1-carboxylate OCC1(CC(C1)C(=O)[O-])[N+](=O)[O-]